C(C)N1CCN(CC1)CC=1C=NC(=NC1)NC1=NC=C(C(=C1)C=1C=C(C2=C(N(C(=N2)C)C(C)C)C1)F)F 5-((4-ethylpiperazin-1-yl)methyl)-N-(5-fluoro-4-(4-fluoro-1-isopropyl-2-methyl-1H-benzo[d]imidazol-6-yl)pyridin-2-yl)pyrimidin-2-amine